3-methylphthalic acid, anhydride CC1=C2C(C(=O)OC2=O)=CC=C1